C(C)OC(CC1=CC=CC2=C1O[C@@H](CN2)C2=COC1=C2C=C(C=C1)C1=C(C(=CC=C1)CN)F)=O |r| (±)-2-(2-(5-(3-(Aminomethyl)-2-fluorophenyl)benzofuran-3-yl)-3,4-dihydro-2H-benzo[b][1,4]oxazin-8-yl)acetic acid ethyl ester